C(CCC)N1C(C1)(C1=CC=CC=C1)C1=CC=CC=C1 1-butyl-2,2-diphenylaziridine